(+/-)-cis-N1-(2-chloro-7-methyl-7H-pyrrolo[2,3-d]pyrimidin-4-yl)cyclohexane-1,3-diamine ClC=1N=C(C2=C(N1)N(C=C2)C)N[C@@H]2C[C@@H](CCC2)N |r|